FC1=C2CN(C(C2=CC(=C1C1(CCN(CC1)CC1=C(C=C(C=C1)C(F)(F)F)F)O)F)=O)C1C(NC(CC1)=O)=O 3-(4,6-difluoro-5-(1-(2-fluoro-4-(trifluoromethyl)benzyl)-4-hydroxypiperidin-4-yl)-1-oxoisoindolin-2-yl)piperidine-2,6-dione